ClC1=CC=C(C=C1)C1=CC(=NC(=N1)C=1C=NN(C1)C)C(=O)N[C@@]1(CC=C(C=C1)F)C1CC1 (S)-6-(4-chlorophenyl)-N-(1-cyclopropyl(4-fluorophenyl))-2-(1-methyl-1H-pyrazol-4-yl)pyrimidine-4-formamide